(2R,4S,5S)-2-(6-aminopurin-9-yl)-5-(difluoromethyl)oxolane-3,4-diol NC1=C2N=CN(C2=NC=N1)[C@@H]1O[C@@H]([C@H](C1O)O)C(F)F